N-(7-(2-(tert-butylamino)-2-oxoethyl)-7-azaspiro[3.5]non-1-yl)-3,5-dichlorobenzamide C(C)(C)(C)NC(CN1CCC2(CCC2NC(C2=CC(=CC(=C2)Cl)Cl)=O)CC1)=O